hydroxy-N-methyl-5-((5-(4-(trifluoromethyl)phenyl)oxazol-2-yl)amino)picolinamide OC=1C(=NC=C(C1)NC=1OC(=CN1)C1=CC=C(C=C1)C(F)(F)F)C(=O)NC